NCC1=CC(=NC=C1)OC1=C2C=CN(C2=CC=C1)CC(=O)N1C[C@](CCC1)(C(F)(F)F)O |o1:23| (R) or (S)-2-(4-((4-(Aminomethyl)pyridin-2-yl)oxy)-1H-indol-1-yl)-1-(3-hydroxy-3-(trifluoromethyl)piperidin-1-yl)ethan-1-one